(S)-N-(2-(3-(dimethylamino)pyrrolidin-1-yl)-5-((4-(7-methyl-1H-indol-3-yl)-5-(trifluoromethyl)pyrimidin-2-yl)amino)phenyl)acetamide CN([C@@H]1CN(CC1)C1=C(C=C(C=C1)NC1=NC=C(C(=N1)C1=CNC2=C(C=CC=C12)C)C(F)(F)F)NC(C)=O)C